tert-Butyl ((4-benzyl-3-oxo-3,4-dihydro-2H-benzo[b][1,4]oxazin-7-yl)methyl)carbamate C(C1=CC=CC=C1)N1C2=C(OCC1=O)C=C(C=C2)CNC(OC(C)(C)C)=O